(+)-ethyl 2-bromo-2-cyclopropylacetate BrC(C(=O)OCC)C1CC1